2-(4-aminophenyl)-3-(4-fluorophenyl)imidazo[1,2-c]pyrimidin-5-amine NC1=CC=C(C=C1)C=1N=C2N(C(=NC=C2)N)C1C1=CC=C(C=C1)F